5-((4R)-2-oxa-5-azabicyclo[2.2.1]heptan-5-yl)pyrazole C12OC[C@H](N(C1)C1=CC=NN1)C2